C(CCCCCCC)[NH+](CCCCCCCC)CCCCCCCC trioctylammonium